CNC1CCCC=2NC(C=3CCCCC3C12)=O 1-(methylamino)-1,3,4,5,7,8,9,10-octahydrophenanthridin-6(2H)-one